1-[2-(N,N-diethylamino)ethyl]-4-[(4-methoxyphenyl)sulfinylmethyl]-1H-1,2,3-triazole C(C)N(CC)CCN1N=NC(=C1)CS(=O)C1=CC=C(C=C1)OC